bromo-5-cyano-4-methylbenzoic acid methyl ester COC(C1=C(C=C(C(=C1)C#N)C)Br)=O